5-(2-fluoro-6-hydroxy-4-(1-isopentylpiperidin-3-yl)phenyl)-1,2,5-thiadiazolidin-3-one FC1=C(C(=CC(=C1)C1CN(CCC1)CCC(C)C)O)N1CC(NS1)=O